diazacyclopentadecen-6-ylcarbamic acid cyclopentyl ester C1(CCCC1)OC(NC1CCCN=NCCCCCCCCC1)=O